4-butyldecyl 7-((5-hydroxypentyl)amino)-heptanoate OCCCCCNCCCCCCC(=O)OCCCC(CCCCCC)CCCC